tert-butyl (S)-pent-4-yn-2-ylcarbamate C[C@@H](CC#C)NC(OC(C)(C)C)=O